4-(3,8-diazabicyclo[3.2.1]octan-3-yl)-7-(8-ethynyl-7-fluoronaphthalen-1-yl)-8-fluoro-2-(4-(3-((3-methyl-1H-1,2,4-triazol-1-yl)sulfonyl)-1H-pyrazol-1-yl)butoxy)pyrido[4,3-d]pyrimidine C12CN(CC(CC1)N2)C=2C1=C(N=C(N2)OCCCCN2N=C(C=C2)S(=O)(=O)N2N=C(N=C2)C)C(=C(N=C1)C1=CC=CC2=CC=C(C(=C12)C#C)F)F